(L)-1-[1,4']Bipiperidinyl-1'-yl-2-[(1H-imidazol-4-ylmethyl)-amino]-4-[4-(2-oxo-1,4-dihydro-2H-quinazolin-3-yl)piperidin-1-yl]-butane-1,4-dione N1(CCCCC1)C1CCN(CC1)C([C@H](CC(=O)N1CCC(CC1)N1C(NC2=CC=CC=C2C1)=O)NCC=1N=CNC1)=O